O.O.C(CCCCCCCCCCCCCCC)[N+](C)(C)[O-] hexadecyldimethylamine oxide dihydrate